C(C1=CC=CC=C1)OC1=C(C(=NC(=C1)[C@@H]1O[C@]([C@H]([C@H]1C1=C(C(=C(C=C1)F)F)OC)C)(C(F)(F)F)C)C)C(C)O |o1:14,16,17,18| (4-(benzyloxy)-6-((2R*,3S*,4S*,5R*)-3-(3,4-difluoro-2-methoxyphenyl)-4,5-dimethyl-5-(trifluoromethyl)tetrahydrofuran-2-yl)-2-methylpyridin-3-yl)ethan-1-ol